C(C1=CC2=C(NN=N2)C=C1)C1=CC2=C(NN=N2)C=C1 5,5'-methylenebisbenzotriazole